Hexamethyldigermanium(iv) C[Ge](C)C.C[Ge](C)C